barium zirconium strontium [Sr].[Zr].[Ba]